O1C=CC=2C(=NC=CC21)C2=CC=C(C(=O)N[C@@H]1CC[C@H](CC1)CO)C=C2 4-(furo[3,2-c]pyridin-4-yl)-N-[trans-4-(hydroxymethyl)cyclohexyl]benzamide